NC1CCC(CC1)NCC(=O)N1CCC(CC1)C=1C=C2C(=C(NC2=CC1)C1=C2C=NN(C2=CC=C1)C)CC 2-(((1s,4s)-4-aminocyclohexyl)amino)-1-(4-(3-ethyl-2-(1-methyl-1H-indazol-4-yl)-1H-indol-5-yl)piperidin-1-yl)ethan-1-one